C(C)(C)(C)OC(=O)N1[C@H](CN(C[C@H]1C)[C@@H](C(=O)OC)C)C (2S,6R)-4-((R)-1-methoxy-1-oxoprop-2-yl)-2,6-dimethylpiperazine-1-carboxylic acid tert-butyl ester